2-(2'-hydroxy-5'-methacryloyloxypropylphenyl)benzotriazole OC1=C(C=C(C=C1)CCCOC(C(=C)C)=O)N1N=C2C(=N1)C=CC=C2